6-(2-(1-(3,5-Difluorophenyl)azetidin-3-yl)acetyl)-4-methoxy-5-methyl-6,7-dihydro-5H-pyrrolo[3,4-d]pyrimidine-2-carbonitrile FC=1C=C(C=C(C1)F)N1CC(C1)CC(=O)N1CC=2N=C(N=C(C2C1C)OC)C#N